(S)-2-(4-nitro-Methyl 3-((oxetan-2-ylmethyl)amino)phenyl)acetate [N+](=O)([O-])C1=C(C(=C(C=C1)CC(=O)[O-])C)NC[C@H]1OCC1